N-myristyl-dimethylamine oxide C(CCCCCCCCCCCCC)[N+](C)(C)[O-]